NC=1C(=C2C(=NC1C(=O)N)N(C=C2C#N)C)C2=C(C(=CC=C2)OC)C 5-amino-3-cyano-4-(3-methoxy-2-methylphenyl)-1-methyl-1H-pyrrolo[2,3-b]pyridine-6-carboxamide